tert-butyl (R)-(1-((4-bromophenyl)amino)-4,4-dimethyl-1-oxopentan-2-yl)carbamate BrC1=CC=C(C=C1)NC([C@@H](CC(C)(C)C)NC(OC(C)(C)C)=O)=O